ClC(C1=NC(=NC(=N1)C(Cl)(Cl)Cl)C=CC=1CC(CC(C1)=O)=O)(Cl)Cl 2,4-bis(trichloromethyl)-6-[2-(3,5-dioxophenyl)vinyl]s-triazine